(Z)-2-fluoro-3-phenylbut-2-en-1-amine hydrochloride Cl.F\C(\CN)=C(\C)/C1=CC=CC=C1